CC1(NC(CCC1)C)C 2,2,6-trimethylpiperidine